(2-methylphenyl)methanone (R)-bis(3-hexylnonyl)-6,6'-((2-hydroxy-3-((2-hydroxyethyl)(methyl)amino)propyl)azanediyl)dihexanoate C(CCCCC)C(CCOC(CCCCCN(CCCCCC(=O)OCCC(CCCCCC)CCCCCC)C[C@@H](CN(C)CCO)O)=O)CCCCCC.CC1=C(C=CC=C1)C=O